ClC=1C(=NC(=C(C(=O)OC)C1)NC1=C(C=C(C=C1)F)CC)C#N methyl 5-chloro-6-cyano-2-((2-ethyl-4-fluoro-phenyl)amino)-nicotinate